N1(C2=C(OCCC1)N=C1C(=C2)C=CN1)C1=C(C(=O)NS(=O)(=O)C2=CC(=C(C=C2)NCC2(CCOCC2)O)[N+](=O)[O-])C=CC=C1 2-(3,4-dihydro-2H-pyrrolo[3',2':5,6]pyrido[2,3-b][1,4]oxazepin-1(7H)-yl)-N-((4-(((4-hydroxytetrahydro-2H-pyran-4-yl)methyl)amino)-3-nitrophenyl)sulfonyl)benzamide